C[C@@H]([C@@H](C(=O)O)N1C(C=C(C=C1)C)=O)CC (2S,3R)-3-methyl-2-(4-methyl-2-oxopyridin-1(2H)-yl)pentanoic acid